ethylenediaminetetraacetic acid, diammonium salt [NH4+].[NH4+].C(CN(CC(=O)[O-])CC(=O)[O-])N(CC(=O)O)CC(=O)O